C(C)[C@@]1(C(N(C(N1)=O)C=1C=NC(=NC1)OC1=C2C(=C(C=C1)C)COC21CCC1)=O)C (5R)-5-ethyl-5-methyl-3-[2-(7-methylspiro[1H-isobenzofuran-3,1'-cyclobutane]-4-yl)oxypyrimidin-5-yl]imidazolidine-2,4-dione